FC1=C(COC=2C=C3N(C(N2)=O)CC2N3CCNC2)C=CC=C1F 7-((2,3-Difluorobenzyl)oxy)-3,4,11,11a-tetrahydro-1H-pyrazino[1',2':3,4]imidazo[1,2-c]pyrimidin-9(2H)-one